FC=1C=C(C=CC1OCCCCCC)B(O)O 3-fluoro-4-(hexyloxy)phenylboronic acid